1,4-Dioxaspiro[4.5]decane-7-carboxylic Acid O1CCOC12CC(CCC2)C(=O)O